4-((2S,5R)-2,5-dimethyl-4-(3,4,5-trifluorobenzyl)piperazin-1-yl)-1-methyl-2-oxo-1,2-dihydropyrido[3,2-d]pyrimidine-6-carbonitrile C[C@@H]1N(C[C@H](N(C1)CC1=CC(=C(C(=C1)F)F)F)C)C=1C2=C(N(C(N1)=O)C)C=CC(=N2)C#N